6-fluoro-7-(8-methyl-2,3-dihydro-1H-pyrido[2,3-b][1,4]oxazin-7-yl)-N~2~-{4-[(methylsulfonyl)methyl]phenyl}quinazoline-2,5-diamine FC1=C(C=2C=NC(=NC2C=C1C1=C(C2=C(OCCN2)N=C1)C)NC1=CC=C(C=C1)CS(=O)(=O)C)N